n-pentadecyl-phenol C(CCCCCCCCCCCCCC)C1=C(C=CC=C1)O